3-[2-(pyridyl)vinyl]indole N1=C(C=CC=C1)C=CC1=CNC2=CC=CC=C12